ClC=1C(=NC=CC1)N1N=C(C=C1C(=O)O)N1N=NN=C1C(F)(F)F 1-(3-chloropyridin-2-yl)-3-[5-(trifluoromethyl)-1H-tetrazole-1-yl]-1H-pyrazole-5-carboxylic acid